COC(=O)C1=CC=2N(C(=C1)Cl)C=NC2 E-5-chloroimidazo[1,5-a]pyridine-7-carboxylic acid methyl ester